N-[(3-amino-4-bromo-phenyl)methyl]-N-(4-fluoro-2-methanesulfonylphenyl)-6-(trifluoromethyl)pyridine-3-carboxamide NC=1C=C(C=CC1Br)CN(C(=O)C=1C=NC(=CC1)C(F)(F)F)C1=C(C=C(C=C1)F)S(=O)(=O)C